4b,5,9b,10-tetrahydro-1,3,6,8-tetrahydroxy-5,10-dimethyl-indeno[2,1-a]indene OC1=C2C(C3C(C(C4=C(C=C(C=C34)O)O)C)C2=CC(=C1)O)C